ClC1=C(C(=NC2=CC(=CC=C12)OC)C)C(C)C 4-chloro-3-isopropyl-7-methoxy-2-methyl-quinoline